(4-((4-(2-(3-chloro-4-(2-chloroethoxy)-5-cyanophenyl)propan-2-yl)phenoxy)methyl)pyrimidin-2-yl)methanesulfonamide ClC=1C=C(C=C(C1OCCCl)C#N)C(C)(C)C1=CC=C(OCC2=NC(=NC=C2)CS(=O)(=O)N)C=C1